methyl (2S)-3-(1H-imidazol-5-yl)-2-[[(2S)-2-[(4-methoxy-1H-indole-2-carbonyl)amino] 4-methyl pentanoyl]amino]propanoate N1C=NC=C1C[C@@H](C(=O)OC)NC([C@H](CC(C)C)NC(=O)C=1NC2=CC=CC(=C2C1)OC)=O